NCCCC(P(=O)(OCC)OCC)(O[Si](C)(C)C(C)(C)C)P(OCC)(OCC)=O diethyl 4-amino-1-[(tert-butyldimethylsilyl)oxy]-1-(diethoxyphosphoryl)butylphosphonate